COC1=C(C=NC=C1)C(C(=O)O)C 4-methoxypyridin-3-yl-propionic acid